NC1=NC=NN2C1=C(C=C2C2CCN(CC2)C(C(C)C)=O)C2=CC=C(C=C2)C2=C(C(N(C(=C2Cl)C)C2=NC=CC=C2)=O)C(=O)N (4-(4-amino-7-(1-isobutyrylpiperidin-4-yl)pyrrolo[2,1-f][1,2,4]triazin-5-yl)phenyl)-5-chloro-6-methyl-2-oxo-2H-[1,2'-bipyridin]-3-carboxamide